N-(3-nitrophenyl)-3-(N-(3-nitrophenyl)sulfamoyl)benzamide [N+](=O)([O-])C=1C=C(C=CC1)NC(C1=CC(=CC=C1)S(NC1=CC(=CC=C1)[N+](=O)[O-])(=O)=O)=O